1-[2-(4-methyl-1,3-oxazol-2-yl)acetyl]pyrrolidine-2-carboxamide CC=1N=C(OC1)CC(=O)N1C(CCC1)C(=O)N